NCCC[Si](OCC)(OCC)C γ-aminopropyl-methyl-diethoxysilane